FC1(C(N(C2=C(O1)C=C(C(=C2)C2=C(C(=C(C(=C2F)F)F)F)F)F)CCC2=C(C(=O)OC)C=CC=C2)=O)F methyl 2-(2-(2,2,7-trifluoro-3-oxo-6-(perfluorophenyl)-2,3-dihydro-4H-benzo[b][1,4]oxazin-4-yl)ethyl)benzoate